(2,3-dichloropropyl) phosphate P(=O)(OCC(CCl)Cl)([O-])[O-]